3-amino-6-[3-methylimidazo[1,2-a]pyridin-6-yl]-5-phenylpyrazine-2-carboxylic acid NC=1C(=NC(=C(N1)C1=CC=CC=C1)C=1C=CC=2N(C1)C(=CN2)C)C(=O)O